COC1=CC=C(C=C1)N1C(C2=CC=CC=C2C(=N1)C(=O)N1CCN(CC1)C1=CC=C(C=C1)OC)=O 2-(4-methoxyphenyl)-4-[[4-(4-methoxyphenyl)-1-piperazinyl]carbonyl]-1(2H)-phthalazinone